tert-butyl (E)-6-(chloro(hydroxyimino)methyl)-2-azaspiro[3.3]heptane-2-carboxylate Cl/C(/C1CC2(CN(C2)C(=O)OC(C)(C)C)C1)=N/O